Ethyl 5-(4-Fluorophenyl)-2-phenylpyrimidine-4-carboxylate FC1=CC=C(C=C1)C=1C(=NC(=NC1)C1=CC=CC=C1)C(=O)OCC